ClC=1C(=C(C=CC1)NC(=O)C1=CC(=CC=2NC(=NC21)NCC(C)(C)C)NC(=O)C2=C(C=CC=C2)C(F)(F)F)C N-(3-chloro-2-methylphenyl)-2-[(2,2-dimethylpropyl)amino]-6-({[2-(trifluoromethyl)phenyl]carbonyl}amino)-1H-benzimidazole-4-carboxamide